ClC1=CC=C(C=C1)C1=NN(CC1C=1SC=CC1)\C(=N/S(=O)(=O)C1=CC=C(C=C1)C(F)(F)F)\Cl (E)-3-(4-chlorophenyl)-4-(thiophen-2-yl)-N-((4-(trifluoromethyl)phenyl)sulfonyl)-4,5-dihydro-1H-pyrazole-1-carboximidoyl chloride